CC1(CC1)N1C=CC=2C(NC=C(C21)C(=O)O)=O (1-methylcyclopropyl)-4-oxo-4,5-dihydro-1H-pyrrolo[3,2-c]pyridine-7-carboxylic acid